CC(C)P(OCC)[O-] ethyl methylethylphosphonite